OC(C)(C)C=1N=C(NC1C(=O)OC)CCC methyl 4-(2-hydroxypropan-2-yl)-2-propyl-1H-imidazole-5-carboxylate